1,2,4-oxadi-azol O1N=CN=C1